COC1=C(C(=CC(=C1)C1=NC2=C(N1)C=CC(=C2)N2CCOCC2)O)O 3-methoxy-5-(5-morpholino-1H-benzo[d]imidazol-2-yl)benzene-1,2-diol